4'-phenyl-N-(n-butyl)-5-(trifluoromethyl)-[1,1'-biphenyl]-3-amine C1(=CC=CC=C1)C1=CC=C(C=C1)C1=CC(=CC(=C1)C(F)(F)F)NCCCC